O=C(CCCCCCCN(CCCCCCCC(=O)OCCCC(CCCCC)CCCCC)C(CCN1CCCC1)=O)OCCCC(CCCCC)CCCCC 4-pentylnonyl 8-[[8-oxo-8-(4-pentylnonoxy)octyl]-(3-pyrrolidin-1-ylpropanoyl)amino]octanoate